4-ethyl-6-methoxy-2-(pyrrolidinylmethyl)phenol C(C)C1=CC(=C(C(=C1)OC)O)CN1CCCC1